Di-tert-butyl-2'-O-(tert-butyldimethylsilyl)-3'-deoxy-3',4'-didehydrocytidine-5'-phosphate P(=O)(O)(O)OC(C1=C[C@H]([C@@H](O1)N1C(=O)N=C(N)C=C1)O[Si](C)(C)C(C)(C)C)(C(C)(C)C)C(C)(C)C